(1S,2R)-1-(4-(4-(dimethoxymethyl)piperidin-1-yl)phenyl)-1,2,3,4,5',6',7',8'-octahydro-[2,2'-binaphthalen]-6-ol COC(C1CCN(CC1)C1=CC=C(C=C1)[C@@H]1[C@@H](CCC2=CC(=CC=C12)O)C1=CC=2CCCCC2C=C1)OC